(S)-1-((R)-4-(4-((4-([1,2,4]triazolo[1,5-a]pyridin-7-yloxy)-3-methylphenyl)amino)pyrrolo[2,1-f][1,2,4]triazin-5-yl)azepan-1-yl)-2-chloro-2-fluoroethan-1-one N=1C=NN2C1C=C(C=C2)OC2=C(C=C(C=C2)NC2=NC=NN1C2=C(C=C1)[C@H]1CCN(CCC1)C([C@@H](F)Cl)=O)C